1-{4-[5-hydroxy-5-(trifluoromethyl)-4,5-dihydro-1,2-oxazol-3-yl]benzyl}-1H-pyrazole-4-carboxylic acid OC1(CC(=NO1)C1=CC=C(CN2N=CC(=C2)C(=O)O)C=C1)C(F)(F)F